NC=1C(=NC(=C(N1)F)C1=CC(=C(C=C1)N1CCOCC1)CN(C)C)C=1C=C2C(=CNC(C2=C(C1)F)=O)F 6-(3-amino-6-(3-((dimethylamino)methyl)-4-morpholinophenyl)-5-fluoropyrazin-2-yl)-4,8-difluoroisoquinolin-1(2H)-one